CN1N=NC2=C1C=CC(=C2C)[C@@H](C(C(=O)O)(C)C)C=2C=C(C1=C(C=CS1)C2)CN2C[C@H](OC1=C(C2)N=C(C=C1)O)CC (3S)-3-(1,4-dimethyl-1H-benzotriazol-5-yl)-3-(7-{[(2R)-2-ethyl-7-hydroxy-2,3-dihydropyrido[2,3-f][1,4]oxazepin-4(5H)-yl]methyl}-1-benzothiophen-5-yl)-2,2-dimethylpropanoic acid